4-(4-ethyl-2,5-dioxoimidazolidin-4-yl)-2-methylbenzonitrile C(C)C1(NC(NC1=O)=O)C1=CC(=C(C#N)C=C1)C